bis(cyclopentylamine) platinum (II) dichloride [Pt](Cl)Cl.C1(CCCC1)N.C1(CCCC1)N